BrC(C(=O)NC1=NC=C(C=C1)F)C 2-bromo-N-(5-fluoropyridin-2-yl)propanamide